O=C1NC=2N(C3(C1)CCC3)N=C(C2C(=O)N)C2=CC=C3C=CC(=NC3=C2)C2=NC=CC=C2 5'-Oxo-2'-(2-(pyridin-2-yl)quinolin-7-yl)-5',6'-dihydro-4'H-spiro[cyclobutane-1,7'-pyrazolo[1,5-a]pyrimidine]-3'-carboxamide